BrC1=C(C(=CC=C1)OCOC)I 1-bromo-2-iodo-3-(methoxymethoxy)benzene